COS(=O)(=O)[O-].OCC[NH+](C)CCO Bis(2-hydroxyethyl)methylammonium methylsulfate